CC1=C(OCC(=O)O)C=C(C(=C1C)CC=1C=C2C3(C(NC2=CC1)=O)CC3)C 2-(2,3,5-trimethyl-4-((2'-oxospiro[cyclopropane-1,3'-indoline]-5'-yl)methyl)phenoxy)acetic acid